N-(4-(aminomethyl)benzyl)-4-(2-(2,3-dihydroxypropanamido)acetyl)piperazine-1-carboxamide hydrochloride Cl.NCC1=CC=C(CNC(=O)N2CCN(CC2)C(CNC(C(CO)O)=O)=O)C=C1